3,3-dimethyl-propylene bromide CC(C(CBr)Br)C